N-(6-bromopyridin-3-yl)-N-hydroxy-4-methylbenzenesulfonamide BrC1=CC=C(C=N1)N(S(=O)(=O)C1=CC=C(C=C1)C)O